3-(5-Fluoro-2-nitrophenyl)-2,3-dibromopropionic acid ethyl ester C(C)OC(C(C(Br)C1=C(C=CC(=C1)F)[N+](=O)[O-])Br)=O